(S)- or (R)-2-(4-(difluoromethoxy)-2,6-diisopropylphenyl)-N-(3-fluoro-5-(2-hydroxypropan-2-yl)thiophen-2-ylsulfonimidoyl)acetamide FC(OC1=CC(=C(C(=C1)C(C)C)CC(=O)N[S@@](=O)(=N)C=1SC(=CC1F)C(C)(C)O)C(C)C)F |o1:16|